4,7-dimethyl-3-octenoic acid CC(=CCC(=O)O)CCC(C)C